Methyl (S)-2-(2-(1-(3-(4-ethoxyphenyl)propanoyl)piperidin-4-yl)acetamido)-3-(4-methoxyphenyl)propanoate C(C)OC1=CC=C(C=C1)CCC(=O)N1CCC(CC1)CC(=O)N[C@H](C(=O)OC)CC1=CC=C(C=C1)OC